CN(C)CC1=CC=C(C=C1)[C@@H]1N(C[C@H](CC1)C)C(C(=O)OCC(F)(F)F)=O 2,2,2-trifluoroethyl 2-((2R,5S)-2-(4-((dimethylamino)methyl)phenyl)-5-methylpiperidin-1-yl)-2-oxoacetate